(4-nitrophenyl) [1-(trifluoromethyl)cyclopropyl]methyl carbonate C(OC1=CC=C(C=C1)[N+](=O)[O-])(OCC1(CC1)C(F)(F)F)=O